2-((2-chloro-6-iodopyridin-3-yl)oxy)ethan-1-ol ClC1=NC(=CC=C1OCCO)I